IC=1C=C(CO[C@@H]2[C@@H](N(CCC2)CC=2NC(NN2)=O)C2=CC=CC=C2)C=C(C1)OC 5-(((2S,3S)-3-((3-iodo-5-methoxybenzyl)oxy)-2-phenylpiperidin-1-yl)methyl)-2,4-dihydro-3H-1,2,4-triazol-3-one